C(C)[C@@H]1N(CCCC1)C(C[C@@H](C(=O)N[C@@H](C)C1=NC2=C(N1)C=CC=C2F)NC=2OC1=C(N2)C=C(C=C1)C)=O (2S)-4-[(2S)-2-ethyl-1-piperidyl]-N-[(1S)-1-(4-fluoro-1H-benzimidazol-2-yl)ethyl]-2-[(5-methyl-1,3-benzoxazol-2-yl)amino]-4-oxo-butanamide